ClC1=CC(=C(C=N1)S(=O)(=O)N[C@@H]([C@H](C)C1=C(C(=CC=C1F)C)C)C=1OC(NN1)=O)OC 6-chloro-N-((1S,2R)-2-(6-fluoro-2,3-dimethylphenyl)-1-(5-oxo-4,5-dihydro-1,3,4-oxadiazol-2-yl)propyl)-4-methoxypyridine-3-sulfonamide